CCOCCOCCNC(=[NH2+])N [2-(2-ethoxy)-ethoxyethyl]-guanidinium